methyl 3-(4-chloro-3-(((R)-2-ethyl-2,3-dihydro-[1,4]oxazepino[7,6-g]quinolin-4(5H)-yl)methyl)phenyl)-3-(1,4-dimethyl-1H-benzo[d][1,2,3]triazol-5-yl)-2,2-dimethylpropanoate ClC1=C(C=C(C=C1)C(C(C(=O)OC)(C)C)C1=C(C2=C(N(N=N2)C)C=C1)C)CN1C[C@H](OC2=CC=3C=CC=NC3C=C2C1)CC